NC(CO)CC1=C(C2=C(N=C(N=C2NCC=2OC=CC2)Cl)N1C)F 2-amino-3-(2-chloro-5-fluoro-4-{[(furan-2-yl)methyl]amino}-7-methyl-7H-pyrrolo[2,3-d]pyrimidin-6-yl)propan-1-ol